1-(3-(3-(1-(4-methyl-4H-1,2,4-triazol-3-yl)propan-2-yl)phenyl)-5-(trifluoromethyl)-1H-pyrazolo[4,3-b]pyridin-7-yl)piperidin-4-ol CN1C(=NN=C1)CC(C)C=1C=C(C=CC1)C1=NNC=2C1=NC(=CC2N2CCC(CC2)O)C(F)(F)F